C(#N)C1=C(C=C(OC2C(C(C2(C)C)NC(=O)C2=CC=C(C=C2)N2CC3(C2)CCN(CC3)C(=O)OC(C)(C)C)(C)C)C=C1)OC tert-butyl 2-[4-[[3-(4-cyano-3-methoxy-phenoxy)-2,2,4,4-tetramethyl-cyclobutyl]carbamoyl]phenyl]-2,7-diazaspiro[3.5]nonane-7-carboxylate